(2,4-dinitrophenyl)thiochloride [N+](=O)([O-])C1=C(C=CC(=C1)[N+](=O)[O-])SCl